C(C)[Si](OCCOC)(OCCOC)OCCOC ethyltris(β-methoxyethoxy)silane